NC1=NC=CC(=C1CCC1(CCCCC1)O)C=1C=C2C(=NNC2=CC1)N 1-(2-(2-Amino-4-(3-amino-1H-indazol-5-yl)pyridin-3-yl)ethyl)cyclohexan-1-ol